1-((S)-1-(5-fluoro-3-methylbenzofuran-2-yl)-2-methylpropyl)-3-((R)-1-(methylsulfonyl)piperidin-3-yl)urea FC=1C=CC2=C(C(=C(O2)[C@H](C(C)C)NC(=O)N[C@H]2CN(CCC2)S(=O)(=O)C)C)C1